N1(CCC1)[C@H](C)C1=CC(=NC=C1)N1N=CC(=C1)S(=O)(=O)NC=1C=CC=C2C=NN(C12)C (R)-1-(4-(1-(azetidin-1-yl)ethyl)pyridin-2-yl)-N-(1-methyl-1H-indazol-7-yl)-1H-pyrazole-4-sulfonamide